(ADAMANTAN-1-YL)-2-((2-OXO-1,2-DIHYDROQUINAZOLIN-4-YL)OXY)ACETAMIDE C12(CC3CC(CC(C1)C3)C2)C(C(=O)N)OC2=NC(NC3=CC=CC=C23)=O